(1R,3r,5S)-8-(4-(trifluoromethoxy)benzoyl)-8-azabicyclo[3.2.1]octane FC(OC1=CC=C(C(=O)N2[C@@H]3CCC[C@H]2CC3)C=C1)(F)F